(R)-6-(2-(3-methoxybenzyl)azepan-1-yl)-4-morpholinopyridin-2(1H)-one COC=1C=C(C[C@@H]2N(CCCCC2)C2=CC(=CC(N2)=O)N2CCOCC2)C=CC1